6-[7-(aminomethyl)-7-phenyl-3-azabicyclo[4.1.0]heptan-3-yl]-3-[(2-(trifluoromethyl)pyridin-3-yl)thio]pyrazin-2-amine NCC1(C2CCN(CC12)C1=CN=C(C(=N1)N)SC=1C(=NC=CC1)C(F)(F)F)C1=CC=CC=C1